ClCCOC1=C(C#N)C=C(C=C1C)C(C)(C)C1=CC=C(C=C1)O 2-(2-chloroethoxy)-5-(2-(4-hydroxyphenyl)propan-2-yl)-3-methylbenzonitrile